FC1(C(C(C(C(C1(F)F)(F)F)(F)F)(F)F)(F)F)SC1=CC=CC=C1 phenyl (perfluorocyclohexyl) sulfide